C1(CCCC2=CC=CC=C12)NC=1C2=C(N=CN1)C=CC(=N2)OCCOCCNC(OC(C)(C)C)=O tert-Butyl N-[2-[2-[4-(tetralin-1-ylamino)pyrido[3,2-d]pyrimidin-6-yl]oxyethoxy]ethyl]carbamate